NC1=NC2=CC(=CC=C2C=C1Br)OC[C@]1(O[C@H]([C@@H]([C@@H]1O)O)N1C=CC2=C1N=CN=C2OC)C (2r,3s,4r,5r)-2-(((2-amino-3-bromoquinolin-7-yl)oxy)methyl)-5-(4-methoxy-7H-pyrrolo[2,3-d]pyrimidin-7-yl)-2-methyltetrahydrofuran-3,4-diol